C(C)(C)(C)OC(=O)N1S(OCC12CCCC2)=O 3-oxa-2-thia-1-azaspiro[4.4]nonane-1-carboxylic acid tert-butyl ester 2-oxide